BrC=1C(=NN(C1)CCC(=O)OC)CC1=CN=C(N1)C1=C(C=CC(=C1)OC=1C(=C2C=CNC2=CC1F)F)F methyl 3-(4-bromo-3-((2-(5-((4,6-difluoro-1H-indol-5-yl)oxy)-2-fluorophenyl)-1H-imidazol-5-yl)methyl)-1H-pyrazol-1-yl)propanoate